N-(3-chloro-5-(methylsulfonamido)phenyl)-4-(5-fluoro-3-(4-(methylsulfonyl)piperazin-1-yl)pyridin-2-yl)-5-methylthiophene-2-carboxamide ClC=1C=C(C=C(C1)NS(=O)(=O)C)NC(=O)C=1SC(=C(C1)C1=NC=C(C=C1N1CCN(CC1)S(=O)(=O)C)F)C